4-[4-Bromo-8-(2-fluoro-4-methoxy-phenyl)-3-hydroxy-quinolin-2-yl]-4-oxo-butyric acid ethyl ester C(C)OC(CCC(=O)C1=NC2=C(C=CC=C2C(=C1O)Br)C1=C(C=C(C=C1)OC)F)=O